C(C)N(CC)CC1=C(N=C2N1C=CC(=C2)C)C2=CC=CC=C2 N-ethyl-N-((7-methyl-2-phenylimidazo[1,2-a]pyridin-3-yl)methyl)ethanamine